3-{5-[4-(5,6-dimethoxypyridin-2-yl)-1,2,3-triazol-1-yl]-1-oxo-3H-isoindol-2-yl}piperidine-2,6-dione COC=1C=CC(=NC1OC)C=1N=NN(C1)C=1C=C2CN(C(C2=CC1)=O)C1C(NC(CC1)=O)=O